NCC=1C=C(C=CC1)C=1C=CC2=C(C(=CO2)COC2=C(C=CC(=C2)C(F)(F)F)CC(=O)OCC)C1 ethyl 2-(2-((5-(3-(aminomethyl)phenyl)benzofuran-3-yl)methoxy)-4-(trifluoromethyl)phenyl)acetate